COC=1C=C2C(=CC=NC2=CC1OC)OC1=CC=C(C=C1)NC(CC1=CC(=C(C=C1)C)F)=O N-(4-((6,7-dimethoxyquinolin-4-yl)oxy)phenyl)-2-(3-fluoro-4-methylphenyl)acetamide